(S)-3-(2-benzyl-3-chloro-7-oxo-2,4,5,7-tetrahydro-6H-pyrazolo[3,4-c]pyridin-6-yl)-8-(3,3-dimethylbut-1-yn-1-yl)-5-methyl-2,3-dihydrobenzo[b][1,4]oxazepin-4(5H)-one C(C1=CC=CC=C1)N1N=C2C(N(CCC2=C1Cl)[C@@H]1C(N(C2=C(OC1)C=C(C=C2)C#CC(C)(C)C)C)=O)=O